ClC1=C(C(=O)N[C@H](C(=O)O)CC=2C=CC(=C3C=CC=NC23)C=2C(N(C=C(C2)C(F)(F)F)C)=O)C(=CC=C1)Cl (S)-2-(2,6-dichlorobenzoylamino)-3-(5-(1-methyl-2-oxo-5-(trifluoromethyl)-1,2-dihydropyridin-3-yl)quinolin-8-yl)propionic acid